3-chloro-5-methylaniline ClC=1C=C(N)C=C(C1)C